4-(3-(2-aminoethyl)-4,4-dimethyl-2,5-dioxoimidazolidin-1-yl)-2-(trifluoromethyl)benzonitrile NCCN1C(N(C(C1(C)C)=O)C1=CC(=C(C#N)C=C1)C(F)(F)F)=O